tert-butyl 5-(methylthio)-1-oxoisoindoline-2-carboxylate CSC=1C=C2CN(C(C2=CC1)=O)C(=O)OC(C)(C)C